(2,3-dihydro-4H-benzo[b][1,4]oxazin-4-yl)(6-(4-fluorophenyl)pyridazin-4-yl)methanone O1C2=C(N(CC1)C(=O)C1=CN=NC(=C1)C1=CC=C(C=C1)F)C=CC=C2